N1=CN=C2N=CNC2=C1N[C@@H]1[C@H]([C@@H]([C@H]([C@@H](O1)CO)NC(CNC(CNC(CCCCCCCCCCCCCC)=O)=O)=O)O)O N-(2-((2-(((2R,3R,4R,5S,6S)-6-((7H-purin-6-yl)amino)-4,5-dihydroxy-2-(hydroxymethyl)tetrahydro-2H-pyran-3-yl)amino)-2-oxoethyl)amino)-2-oxoethyl)pentadecanamide